ClC=1C(=NC(=C(C1)Cl)Cl)O 3,5,6-trichloro-2-pyridinol